benzyl (1-cyclopropyl-2-oxo-1,2-dihydropyridin-3-yl)carbamate C1(CC1)N1C(C(=CC=C1)NC(OCC1=CC=CC=C1)=O)=O